Menthenone C1(=CC(C(CC1)C(C)C)=O)C